3-(phenylamino)-4-(((5-(5-(trifluoromethyl)-1,2,4-oxadiazol-3-yl)pyridin-2-yl)methyl)amino)cyclobut-3-ene-1,2-dione C1(=CC=CC=C1)NC=1C(C(C1NCC1=NC=C(C=C1)C1=NOC(=N1)C(F)(F)F)=O)=O